(3S,4R)-4-{[7-(3-fluoro-3-methylbutan-2-yl)-5-methylpyrrolo[2,1-f][1,2,4]triazin-2-yl]amino}oxan-3-yl acetate C(C)(=O)O[C@@H]1COCC[C@H]1NC1=NN2C(C=N1)=C(C=C2C(C)C(C)(C)F)C